(R)-4-((4-((cyclopropylmethyl)amino)-1-(phenylsulfanyl)but-2-yl)amino)-3-((trifluoromethyl)sulfonyl)benzenesulfonamide C1(CC1)CNCC[C@H](CSC1=CC=CC=C1)NC1=C(C=C(C=C1)S(=O)(=O)N)S(=O)(=O)C(F)(F)F